CN(C[C@@H](N1C(C=C(C=C1)C1=CNC2=NC=C(C=C21)N2CCOCC2)=O)C=2C=C(C#N)C=CC2)C (S)-3-(2-(dimethylamino)-1-(4-(5-morpholinyl-1H-pyrrolo[2,3-b]pyridin-3-yl)-2-oxopyridin-1(2H)-yl)ethyl)benzonitrile